ClC1=C(C(=C(C(=O)O)C=C1)F)C(F)(F)F 4-chloro-2-fluoro-3-(trifluoromethyl)benzoic acid